tert-butyl (R)-3-(4-aminophenyl)-2-((tert-butoxycarbonyl) amino)propanoate NC1=CC=C(C=C1)C[C@H](C(=O)OC(C)(C)C)NC(=O)OC(C)(C)C